5-Bromo-4,6-dimethoxypyrimidin-2-amine BrC=1C(=NC(=NC1OC)N)OC